4-chloro-6-methyl-N-(6-(pyridin-4-yl)thiazolo[4,5-b]pyridin-2-yl)nicotinamide ClC1=CC(=NC=C1C(=O)NC=1SC=2C(=NC=C(C2)C2=CC=NC=C2)N1)C